CN(CCOC1=CC=C(C=C1)CC1C(NC(S1)=O)=O)C1=NC=CC=C1 5-((4-(2-(methyl-2-pyridylamino)ethoxy)phenyl)methyl)-2,4-thiazolidinedione